C(C1=CC=CC=C1)NS(=O)(=O)C1=CC=C(C=C1)C1=CC=C(C=C1)OCC#C N-benzyl-4'-propargyloxy-4-biphenylsulfonamide